methyl 3-((3-butyl-7-(ethylthio)-5-(4-fluorophenyl)-2-methyl-1,1-dioxido-2,3,4,5-tetrahydro-1,2,5-benzothiadiazepin-8-yl)oxy)-2-hydroxypropanoate C(CCC)C1N(S(C2=C(N(C1)C1=CC=C(C=C1)F)C=C(C(=C2)OCC(C(=O)OC)O)SCC)(=O)=O)C